COC(=O)C1N(C(C(NC2=C1C=CC=C2)=O)C(C)CC)C(=O)C=2C=NN(C2)C 3-(sec-butyl)-4-(1-methyl-1H-pyrazole-4-carbonyl)-2-oxo-2,3,4,5-tetrahydro-1H-benzo[1,4]diazepine-5-carboxylic acid methyl ester